C=CC(=O)OCC(C(COC(=O)C=C)(F)F)(F)F 2,2,3,3-tetrafluoro-1,4-butyl diacrylate